COC=1C=C(C=CC1OC)C1=C(C=CC=C1)S(=O)(=O)NS(=O)(=O)C1=CC=CC=C1 (3,4-dimethoxyphenyl)-N-(phenylsulfonyl)benzenesulfonamide